2-(1-acryloyl-4-(8-chloro-6-fluoro-7-(3-fluoro-2-methylphenyl)-4-((1-methylpyrrolidin-2-yl)methoxy)-1H-imidazo[4,5-c]quinolin-1-yl)piperidin-2-yl)acetonitrile C(C=C)(=O)N1C(CC(CC1)N1C=NC=2C(=NC=3C(=C(C(=CC3C21)Cl)C2=C(C(=CC=C2)F)C)F)OCC2N(CCC2)C)CC#N